ethyl-2,2-dimethyl-pentanoic acid, ethyl ester C(C)C(C(C(=O)OCC)(C)C)CC